6-chloro-3-isopropyl-N-(2-(trifluoromethyl)benzyl)imidazo[1,2-b]pyridazin-8-amine ClC=1C=C(C=2N(N1)C(=CN2)C(C)C)NCC2=C(C=CC=C2)C(F)(F)F